C1(CC1)C1=C(C(=NC=C1[N+](=O)[O-])N)N cyclopropyl-5-nitropyridine-2,3-diamine